CN(S(=O)(=O)C1=CC=C(C=C1)NC1=NC=CC(=N1)NC1=NC(=NC=C1)C1=NC(=CC=C1)C)C1CCNCC1 N-methyl-4-[[4-[[2-(6-methyl-2-pyridyl)pyrimidin-4-yl]amino]pyrimidin-2-yl]amino]-N-(4-piperidyl)benzenesulfonamide